CNS(O)(=O)=O N-methylamidosulfuric acid